3-[4-methyl-2-(1-methylpyrazolo[3,4-b]pyridin-4-yl)-3,4-dihydro-1H-isoquinolin-6-yl]-3,9-diazaspiro[5.5]undecane CC1CN(CC2=CC=C(C=C12)N1CCC2(CC1)CCNCC2)C2=C1C(=NC=C2)N(N=C1)C